C(C=C)(=O)N1[C@H](CN(CC1)C=1C2=C(N=C(N1)CCO[C@H]1CN(CC1)C)CN(CC2)C2=CC=CC1=CC=CC(=C21)C)CC#N 2-((S)-1-propenoyl-4-(7-(8-methylnaphthalen-1-yl)-2-(2-((R)-1-methylpyrrolidin-3-yloxy)ethyl)-5,6,7,8-tetrahydropyrido[3,4-d]pyrimidin-4-yl)piperazin-2-yl)acetonitrile